C(#N)C=1C=CC(=NC1)N1CCC(CC1)N(C(COC[C@H](C)NC=1C=NN(C(C1C(F)(F)F)=O)CC1=CC=C(C=C1)OC)=O)C (S)-N-(1-(5-cyanopyridin-2-yl)piperidin-4-yl)-2-(2-((1-(4-methoxybenzyl)-6-oxo-5-(trifluoromethyl)-1,6-dihydropyridazin-4-yl)amino)propoxy)-N-methylacetamide